1,1,1,3,3,3-hexafluoro-2-((4-methyl-5-(7-((4-(methylsulfonyl)phenyl)amino)-2,6-naphthyridin-1-yl)-1H-indazol-1-yl)methyl)propan-2-ol FC(C(C(F)(F)F)(O)CN1N=CC2=C(C(=CC=C12)C1=NC=CC2=CN=C(C=C12)NC1=CC=C(C=C1)S(=O)(=O)C)C)(F)F